[2-(3,4-epoxycyclohexyl)ethyl]triethylsilane C1(CC2C(CC1)O2)CC[Si](CC)(CC)CC